2-hydrazino-6-[(2,6-dimethoxyphenyl)amino]pyrimidine-4-carbonitrile N(N)C1=NC(=CC(=N1)C#N)NC1=C(C=CC=C1OC)OC